C(C)(=O)C1=NCCCC1 2-acetyl-3,4,5,6-tetrahydropyridine